N1=CN=CC2=C1CCN(C2)CC(=O)NC=2C=C(C(=NC2)C)NC(=O)C2=NN=C1N2C=CC(=C1)C=1C=NN(C1)C N-(5-(2-(7,8-dihydropyrido[4,3-d]pyrimidin-6(5H)-yl)acetamido)-2-methylpyridin-3-yl)-7-(1-methyl-1H-pyrazol-4-yl)-[1,2,4]triazolo[4,3-a]pyridine-3-carboxamide